C(C)(C)[C@H]1C(NC=2C(=NC(=NC2N1C)N[C@@H]1CCC=2N(N=CC21)CC=2C=NC(=CC2)C(F)(F)F)C)=O (S)-7-isopropyl-4,8-dimethyl-2-(((R)-1-((6-(trifluoromethyl)pyridin-3-yl)methyl)-1,4,5,6-tetrahydrocyclopenta[c]pyrazol-4-yl)amino)-7,8-dihydropteridin-6(5H)-one